FC1(CCN(CC1)C1=CC(=CC(=N1)NC1=NC=NC2=CC(=CC(=C12)N1CCC2(CC2)CC1)NS(=O)(=O)CCO)C)F N-(4-((6-(4,4-Difluoropiperidin-1-yl)-4-methylpyridin-2-yl)amino)-5-(6-azaspiro[2.5]octan-6-yl)quinazolin-7-yl)-2-hydroxyethane-1-sulfonamide